ClC1=CC=C(C=C1)C=1N=C(SC1)N(C1=C(N=C2N1C=C(C=C2)N2C(N(CC2)CC(=O)OCC)=O)CC)C ethyl 2-(3-(3-((4-(4-chlorophenyl)thiazol-2-yl)(methyl)amino)-2-ethylimidazo[1,2-a]pyridin-6-yl)-2-oxoimidazolidin-1-yl)acetate